C(#N)C1=C(OC=2C=C3C(N(C=NC3=CC2)C2CCC3(C2)CCN(CC3)C(=O)OC(C)(C)C)=O)C(=CC=C1NS(N(C)CC)(=O)=O)F tert-butyl 3-[6-[2-cyano-3-[[ethyl(methyl)sulfamoyl]amino]-6-fluoro-phenoxy]-4-oxo-quinazolin-3-yl]-8-azaspiro[4.5]decane-8-carboxylate